C(C1=CC=CC=C1)OC(CCCCCCCCCCCCCCC(C(=O)O)(C(=O)OCC1=CC=CC=C1)CCCCCCCCCCCCCCC(=O)OCC1=CC=CC=C1)=O 17-(benzyloxy)-2-(15-(benzyloxy)-15-oxopentadecyl)-2-((benzyloxy)carbonyl)-17-oxoheptadecanoic acid